C1(=CC=CC=C1)C1=NC=CC2=CC=CC=C12 (1r)-1-phenylisoquinoline